1λ6,2,5-thiadiazolidine-1,1,3-trione S1(NC(CN1)=O)(=O)=O